BrC1=C(C=C(C=C1)NC(C1=CN=C(C=C1)C1=C(C=C(C=C1)C1=NOC(=N1)C)C#N)=O)OCCN(C)C N-(4-Bromo-3-(2-(dimethylamino)ethoxy)phenyl)-6-(2-cyano-4-(5-methyl-1,2,4-oxadiazol-3-yl)phenyl)nicotinamid